3-(1-oxo-5-(((1S,2S)-2-((pyridin-2-ylmethyl)amino)cyclopentyl)oxy)isoindolin-2-yl)piperidine-2,6-dione O=C1N(CC2=CC(=CC=C12)O[C@@H]1[C@H](CCC1)NCC1=NC=CC=C1)C1C(NC(CC1)=O)=O